[C@@H]12[C@@H](C[C@@H](C=C1)N2C(=O)OC(C)(C)C)C(=O)OC 7-(tert-butyl) 2-methyl (1S,2R,4S)-7-azabicyclo[2.2.1]hept-5-ene-2,7-dicarboxylate